S(=O)(=O)(O)C(=O)[O-].[Na+] sodium sulfocarboxylate